8-(2-octylcyclopropyl)octanol C(CCCCCCC)C1C(C1)CCCCCCCCO